N-(2-Chloropyrimidin-4-yl)-3-(4-propoxyphenyl)isoxazol-5-amine ClC1=NC=CC(=N1)NC1=CC(=NO1)C1=CC=C(C=C1)OCCC